[Na+].[Na+].NC1=C(C(=CC2=CC(=C(C(=C12)O)N=NC1=CC=CC=C1)S(=O)(=O)[O-])S(=O)(=O)[O-])N=NC1=CC=C(C=C1)[N+](=O)[O-] 1-amino-2-(4'-nitrophenylazo)-7-phenylazo-8-hydroxy-3,6-naphthalenedisulfonic acid disodium salt